CC1NC(CC(C1)C(=O)OC)C methyl 2,6-dimethylpiperidine-4-carboxylate